C(C)(=O)OCC1=C(N2C([C@H]([C@H]2SC1)NC(CSC(NC(C)C)=NC(C)C)=O)=O)C(=O)O (6R,7R)-3-[(acetoxy)methyl]-7-[alpha-(N,N'-diisopropylamidinothio)acetamido]-8-oxo-5-thia-1-azabicyclo[4.2.0]oct-2-ene-2-carboxylic acid